tert-butyl 4-(2-{2-methylimidazo[1,2-a]pyrazin-6-yl}thieno[2,3-d][1,3]thiazol-5-yl)piperidine-1-carboxylate CC=1N=C2N(C=C(N=C2)C=2SC3=C(N2)SC(=C3)C3CCN(CC3)C(=O)OC(C)(C)C)C1